(R)-3-((7-azaspiro[4.5]decan-10-yl)methyl)-6-phenylpyrimidin-4(3H)-one C1CCCC12CNCC[C@H]2CN2C=NC(=CC2=O)C2=CC=CC=C2